ONC(=O)C1=C(SC=C1)NC1=NC(=NC=C1C(F)(F)F)NC1=CC=C(C=C1)N1CCOCC1 2-[2-(4-morpholin-4-ylphenylamino)-5-trifluoromethylpyrimidin-4-ylamino]-thiophene-3-carboxylic acid hydroxyamide